2-(4-(3-(1-(5-ethoxypyrimidin-2-yl)piperidin-4-yl)propoxy)-2-fluorophenyl)acetic acid C(C)OC=1C=NC(=NC1)N1CCC(CC1)CCCOC1=CC(=C(C=C1)CC(=O)O)F